ClC=1C2=C(C(N(C1)CC)=O)C(=CS2)NC2=CC(=NC=C2C(=O)NC([2H])([2H])[2H])NC(=O)C2CC2 4-((7-Chloro-5-ethyl-4-oxo-4,5-dihydrothieno[3,2-c]pyridin-3-yl)amino)-6-(cyclopropanecarboxamido)-N-(methyl-d3)nicotinamide